SC=1NC2=C(N1)C=CC(=C2)N 2-mercapto-5-aminobenzimidazole